3-phenyl-2-(2,2,2-trifluoroethyl)-5-(trifluoromethyl)benzofuran C1(=CC=CC=C1)C1=C(OC2=C1C=C(C=C2)C(F)(F)F)CC(F)(F)F